[Cl-].CC1=C(C(=CC=C1)C)C1=CC=CC=2N1C=[N+](C2)C2=C(C=C(C=C2C)C)C 5-(2,6-dimethylphenyl)-2-mesitylimidazo[1,5-a]pyridin-2-ium chloride